C1(CC1)C1=NC(=NN1)C1CN(CC1)C=O [3-(5-cyclopropyl-1H-1,2,4-triazol-3-yl)pyrrolidin-1-yl]methanone